(R)-1-(8,9-difluoro-5-methyl-6-oxo-1,4,5,6-tetrahydro-2H-pyrano[3,4-c]isoquinolin-1-yl)-3-(3-(difluoromethyl)-4-fluorophenyl)-1-methylurea FC=1C(=CC=2C3=C(N(C(C2C1)=O)C)COC[C@@H]3N(C(=O)NC3=CC(=C(C=C3)F)C(F)F)C)F